N-(4,4-dimethylcyclohexyl)-4-(methylamino)-1H-pyrrolo[2,3-b]pyridine-2-carboxamide CC1(CCC(CC1)NC(=O)C1=CC=2C(=NC=CC2NC)N1)C